OC(COC=1C=C(C=2N(C1)N=CC2C#N)C=2C=NC(=CC2)N2CC1N(C(C2)C1)CC1=NOC(=C1)C)(C)C 6-(2-hydroxy-2-methylpropoxy)-4-(6-(6-((5-methylisoxazol-3-yl)methyl)-3,6-diazabicyclo[3.1.1]heptan-3-yl)pyridin-3-yl)pyrazolo[1,5-a]pyridine-3-carbonitrile